CP(=O)(C)C1CNCCC1 3-Dimethylphosphorylpiperidine